P(=O)(OC)(OC1=C(C=CC=C1)Cl)OC[C@@H](COCCCCCCCCCCCCCC)OC1=NC=CC(=C1)C#N methyl (2-chlorophenyl) ((R)-2-((4-cyanopyridin-2-yl)oxy)-3-(tetradecyloxy)propyl) phosphate